7-[(3S,5S)-3,5-dimethylpiperazin-1-yl]-2-methoxy-N-(1-methylbenzotriazol-4-yl)-1,3-benzothiazole-4-carboxamide C[C@H]1CN(C[C@@H](N1)C)C=1C=CC(=C2N=C(SC21)OC)C(=O)NC2=CC=CC=1N(N=NC12)C